5-bromo-2-(methoxyethoxy)thiazole BrC1=CN=C(S1)OCCOC